BrC1=CC=C(C=C1)C1CCN(CC1)C1CCC1 4-(4-bromophenyl)-1-cyclobutylpiperidine